1-((2R,5S)-4-(6-chloro-7-(3,5-dimethyl-1H-indazol-4-yl)-2-(2-(dimethylamino)-2-methylpropoxy)-8-fluoroquinazolin-4-yl)-2,5-dimethylpiperazin-1-yl)prop-2-en-1-one ClC=1C=C2C(=NC(=NC2=C(C1C1=C2C(=NNC2=CC=C1C)C)F)OCC(C)(C)N(C)C)N1C[C@H](N(C[C@@H]1C)C(C=C)=O)C